CN1C(C2=CC(=CC=C2C1)C1=CC=CC=2N1N=CC2C(=O)N2CCCCC2)=O 2-methyl-6-(3-(piperidine-1-carbonyl)pyrazolo[1,5-a]pyridin-7-yl)isoindolin-1-one